C(C=C)(=O)OCCCCC(C)(C)C neooctyl acrylate